vinyl-pyranone Potassium acetate C(C)(=O)[O-].[K+].C(=C)C=1C(OC=CC1)=O